2,7-bis(2,4,6-trimethylphenyl)-carbazol-9-ylanthracene CC1=C(C(=CC(=C1)C)C)C1=CC=2N(C3=CC(=CC=C3C2C=C1)C1=C(C=C(C=C1C)C)C)C1=CC=CC2=CC3=CC=CC=C3C=C12